C1(CCCC1)N1C(=CC2=C1N=C(N=C2)NC2=NC=C(C=C2)CN2CCN(CC2)CCO)C(=O)O 7-cyclopentyl-2-{5-[4-(2-hydroxyethyl)-piperazin-1-ylmethyl]-pyridin-2-ylamino}-7H-pyrrolo[2,3-d]pyrimidine-6-carboxylic acid